(R)-4-(7-(1-(fluoromethyl)cyclopropyl)-3-(1H-pyrazol-5-yl)isothiazolo[4,5-b]pyridin-5-yl)-3-methylmorpholine FCC1(CC1)C1=C2C(=NC(=C1)N1[C@@H](COCC1)C)C(=NS2)C2=CC=NN2